COC(=O)C1N(CCC1)C(=O)C=1C=CC(=NC1)C(=O)O 5-[2-(methoxycarbonyl)pyrrolidine-1-carbonyl]pyridine-2-carboxylic acid